COC(CCC(CNCC1=CC=CC=C1)=O)=O 5-(benzylamino)-4-oxopentanoic acid methyl ester